1-{2-[2-fluoro-4-(trifluoromethyl)phenyl]-3-(pyridin-4-yl)-6,7-dihydropyrazolo[1,5-a]pyrazin-5(4H)-yl}prop-2-en-1-one FC1=C(C=CC(=C1)C(F)(F)F)C1=NN2C(CN(CC2)C(C=C)=O)=C1C1=CC=NC=C1